C(C)(C)(C)OC(=O)N1C(C2=C(C=CC(=C2C1)C1=CN=C2N1C=CC(=C2)F)N)=O 7-amino-4-(7-fluoroimidazo[1,2-a]pyridin-3-yl)-1-oxoisoindoline-2-carboxylic acid tert-butyl ester